6-cyclopropyl-N-isobutyl-4-(((1r,3S)-3-methoxycyclobutyl)amino)-N-((3S,5r)-5-((S)-3-methylmorpholine-4-carbonyl)piperidin-3-yl)pyridazine-3-carboxamide C1(CC1)C1=CC(=C(N=N1)C(=O)N([C@@H]1CNC[C@@H](C1)C(=O)N1[C@H](COCC1)C)CC(C)C)NC1CC(C1)OC